C(C1=CC=CC=C1)ON1[C@@H]2CC[C@H](N(C1=O)C2)C(=O)NOC[C@@H](C)NC(OC(C)(C)C)=O tert-Butyl {(2R)-1-[({[(2S,5R)-6-benzyloxy-7-oxo-1,6-diazabicyclo[3.2.1]oct-2-yl]carbonyl}amino)oxy]propan-2-yl}carbamate